2,4-diaminotoluene sodium [Na].NC1=C(C)C=CC(=C1)N